C(C)(C)N1N=NC=2C=CC=3C=NC(=NC3C21)NC2CCN(CC2)C 1-isopropyl-N-(1-methylpiperidin-4-yl)-1H-[1,2,3]triazolo[4,5-h]quinazolin-8-amine